5-amino-3-(2-(3-fluorophenyl)-4-methoxyquinolin-7-yl)-1-((1r,3r)-3-hydroxy-3-methylcyclobutyl)-1H-pyrazole-4-carbonitrile NC1=C(C(=NN1C1CC(C1)(C)O)C1=CC=C2C(=CC(=NC2=C1)C1=CC(=CC=C1)F)OC)C#N